4-((1R,5S)-3,8-Diazabicyclo[3.2.1]octan-3-yl)-7-(7,8-difluoro-3-hydroxynaphthalen-1-yl)-2-((1-(pyrrolidin-1-ylmethyl)cyclopropyl)methoxy)-6,7-dihydropyrido[3,4-d]pyrimidin-8(5H)-one [C@H]12CN(C[C@H](CC1)N2)C=2C1=C(N=C(N2)OCC2(CC2)CN2CCCC2)C(N(CC1)C1=CC(=CC2=CC=C(C(=C12)F)F)O)=O